4,5-dichloro-N-(5-cyclopropylpyridin-3-yl)-2-fluorobenzamide ClC1=CC(=C(C(=O)NC=2C=NC=C(C2)C2CC2)C=C1Cl)F